C[C@]12CC[C@H](C[C@@H]2[C@H](CCC1)C)C(C)=O |r| 1-((2RS,4aRS,8SR,8aRS)-4a,8-dimethyldecahydronaphthalen-2-yl)ethan-1-one